(E)-8-(2-ethoxyvinyl)-6-fluoro-1-methyl-4-carbonyl-1,4-dihydroquinoline-2-carboxylic acid methyl ester COC(=O)C=1N(C2=C(C=C(C=C2C(C1)=C=O)F)\C=C\OCC)C